2-amino-6-(furan-2-yl)pyrimidine-4-carbonitrile NC1=NC(=CC(=N1)C#N)C=1OC=CC1